C(C)C12COCN2COC1 5-Ethyl-3,7-dioxa-1-azabicyclo[3.3.0]octan